2-ethylhexyl mono-2-ethylhexyl phosphate P(=O)(OCC(CCCC)CC)(OCC(CCCC)CC)[O-]